((6-(difluoromethoxy)-2-(2,2'-dimethyl-3'-(2-(pyrrolidin-1-ylmethyl)pyrimidin-5-yl)-[1,1'-biphenyl]-3-yl)benzo[d]oxazol-5-yl)methyl)-L-proline FC(OC1=CC2=C(N=C(O2)C=2C(=C(C=CC2)C2=C(C(=CC=C2)C=2C=NC(=NC2)CN2CCCC2)C)C)C=C1CN1[C@@H](CCC1)C(=O)O)F